[Si](C)(C)(C(C)(C)C)O[C@H]1[C@@H](O[C@@H]([C@H]1O)CO)N1C=NC=2C(=O)NC(N)=NC12 O-t-butyldimethylsilyl-guanosine